CS(=O)(=O)C=CC(C)NC(=O)C=1C2=C(C=NC1)CC1(O2)CCCC1 N-(4-(methylsulfonyl)but-3-en-2-yl)-3'H-spiro[cyclopentane-1,2'-furo[3,2-c]pyridine]-7'-carboxamide